2-cyano-3-[[ethyl(methyl)sulfamoyl]amino]-6-fluorophenoxy-3-[3-[1-[2-[4-[4-[(2,6-dioxopiperidin-3-yl)amino]-2-fluorophenyl]piperidin-1-yl]acetyl]piperidin-4-yl]propyl]-4-oxoquinazoline C(#N)C1=C(OC2=NC3=CC=CC=C3C(N2CCCC2CCN(CC2)C(CN2CCC(CC2)C2=C(C=C(C=C2)NC2C(NC(CC2)=O)=O)F)=O)=O)C(=CC=C1NS(N(C)CC)(=O)=O)F